2-((4'-fluoro-[1,1'-biphenyl]-4-yl)sulfonyl)-2,6,8-triazadispiro[3.0.45.34]dodecane-7,9-dione FC1=CC=C(C=C1)C1=CC=C(C=C1)S(=O)(=O)N1CC2(C1)C1(NC(NC1=O)=O)CCC2